OC1=CC=C(C=C1)C(C(F)(F)F)C(F)(F)F 2-(4-hydroxyphenyl)hexafluoropropane